tetrabutyltin ammonium bromide [Br-].[NH4+].C(CCC)[Sn](CCCC)(CCCC)CCCC